C(C(C(O)([2H])[2H])(C([2H])([2H])[2H])O)([2H])([2H])[2H] 2-(methyl-d3)propane-1,1,3,3,3-d5-1,2-diol